mesylphosphoramidate S(=O)(=O)(C)NP([O-])([O-])=O